1,1'-[1,4-Phenylenebis(methylene)]-bis[1,4,8,11-tetraazacyclotetradecane] C1(=CC=C(C=C1)CN1CCNCCCNCCNCCC1)CN1CCNCCCNCCNCCC1